1-bromo-N-[(3,4-dimethylphenyl)methyl]-6-methyl-imidazo[1,5-a]pyrazine-3-carboxamide BrC=1N=C(N2C1C=NC(=C2)C)C(=O)NCC2=CC(=C(C=C2)C)C